7-Bromo-2-methyl-2,3-dihydro-benzofuran-5-yl formate C(=O)OC=1C=C(C2=C(CC(O2)C)C1)Br